COC1=NC=C(C(=C1)C(C(=O)N1C[C@H](CC1)NC1=NC(=C(C=C1)C=1N=NN(N1)C)C)C)C 2-(2-methoxy-5-methylpyridin-4-yl)-1-[(3S)-3-{[6-methyl-5-(2-methyl-2H-tetrazol-5-yl)pyridin-2-yl]amino}pyrrolidin-1-yl]propan-1-one